O1[C@H](COC2=C1C=CC=C2)C2=CC=C(CN1C[C@H](CCC1)C(=O)O)C=C2 (3S)-1-{4-[(2S)-2,3-dihydro-1,4-benzodioxin-2-yl]benzyl}piperidine-3-carboxylic acid